COC1=CC(=CC(=C1)OC1=CC=C(C=C1)C(F)(F)F)[N+](=O)[O-] 1-Methoxy-3-nitro-5-(4-(trifluoromethyl)phenoxy)benzene